C(C=C)(=O)OC1CC(CC(C1)(C)C)C 3,5,5-trimethylcyclohexyl acrylate